OCCNC(C(C(CC)C)NC(OC(C)(C)C)=O)=O Tert-butyl (1-((2-hydroxyethyl)amino)-3-methyl-1-oxopentan-2-yl)carbamate